NC1=CC=C(N=N1)C1C(N(CC1)C)=O 3-(6-aminopyridazin-3-yl)-1-methyl-pyrrolidin-2-one